4-[(E)-3-(3,5-di-t-butylphenyl)-3-oxo-1-propenyl]benzoic acid C(C)(C)(C)C=1C=C(C=C(C1)C(C)(C)C)C(/C=C/C1=CC=C(C(=O)O)C=C1)=O